3-[(1-methyl-4-piperidyl)oxy]aniline CN1CCC(CC1)OC=1C=C(N)C=CC1